CC=1N=C(SC1B1OC(C(O1)(C)C)(C)C)C1=CC=CC=C1 4-methyl-2-phenyl-5-(4,4,5,5-tetramethyl-1,3,2-dioxaborolan-2-yl)thiazole